3-cyclohexyl-1-ethyl-6,7-difluoro-3-hydroxyindolin-2-one C1(CCCCC1)C1(C(N(C2=C(C(=CC=C12)F)F)CC)=O)O